Cl.Cl.CNCC(=O)OC(C)(C)C tert-butyl methylglycinate hydrochloride HCl